3-(9-((4-(aminomethyl)-2,6-dimethylphenyl)carbamoyl)-4,5-dihydrobenzo[b]thieno[2,3-d]oxepin-8-yl)-6-(3,3-difluoropiperidine-1-carbonyl)picolinic acid NCC1=CC(=C(C(=C1)C)NC(=O)C1=CC2=C(OCCC3=C2SC=C3)C=C1C=1C(=NC(=CC1)C(=O)N1CC(CCC1)(F)F)C(=O)O)C